6-(Azetidin-1-yl)-N-[2-chloro-5-(1-hydroxyethyl)benzene-1-sulfonyl]-4-fluoro-1-benzofuran-2-carboxamide N1(CCC1)C1=CC2=C(C=C(O2)C(=O)NS(=O)(=O)C2=C(C=CC(=C2)C(C)O)Cl)C(=C1)F